4'-(4-Methoxybenzyl)-4',5'-dihydro-3'H-spiro[cyclopropane-1,2'-pyrido[3,4-f][1,4]oxazepine]-6'-ol COC1=CC=C(CN2CC3(OC4=C(C2)C(=NC=C4)O)CC3)C=C1